P(O)O.P(O)O.C(C)(C)(C)C1=C(C=CC(=C1)C(C)(C)C)C1=CC=C(C=C1)C1=CC=CC=C1 (2,4-di-t-butylphenyl-4,4'-biphenyl) bisphosphonite